FC1(CCN(CC1)CC1OCC1)C(=O)NC=1N=CC2=CC=C(C=C2C1)C=1C=NN(C1)C 4-fluoro-N-(6-(1-methyl-1H-pyrazol-4-yl)isoquinolin-3-yl)-1-(oxetan-2-ylmethyl)piperidine-4-carboxamide